[I-].[Cs+] Cesium Iodide